Cl.COC=1C=C(C=C(C1)OC)[C@H](C)N (S)-1-(3,5-Dimethoxyphenyl)ethylamine hydrochloride